2-(5-chloro-2-imino-3-(2-methylbenzyl)-2,3-dihydro-1H-benzo[d]imidazol-1-yl)-1-(3,4-dichlorophenyl)ethan-1-ol ClC1=CC2=C(N(C(N2CC2=C(C=CC=C2)C)=N)CC(O)C2=CC(=C(C=C2)Cl)Cl)C=C1